ClC1=NC=CC=C1C(=O)NC1=C2C(CC(C2=CC=C1)(C)C)C 2-chloro-N-(2,3-dihydro-1,1,3-trimethyl-1H-inden-4-yl)-3-pyridinecarboxamide